C(C1=CC=CC=C1)(=O)N1C(SC(C1=O)=CC1=CC=C(C=C1)O)=NC1=CC=C(C(=O)O)C=C1 4-((3-benzoyl-5-(4-hydroxybenzylidene)-4-oxothiazolidin-2-ylidene)amino)benzoic acid